C(CCCCCCCC)C(C(CCCCCCCCC)O)O dinonyl-ethylene glycol